N1(CCCC1)C1=CC2=C(NC(O2)=S)C=C1 6-(pyrrolidin-1-yl)benzo[d]oxazole-2(3H)-thione